CS(=O)(=O)C1=NC=C(C=N1)C=1C=C(C=C(C1)C=1C=NC(=NC1)S(=O)(=O)C)C(NCCOCCOCCOCCOCCOCCCN[C@@H](C(C)C)C(=O)O)=O (1-(3,5-bis(2-(methylsulfonyl)pyrimidin-5-yl)phenyl)-1-oxo-5,8,11,14,17-pentaoxa-2-azaeicosane-20-yl)-L-valine